4-hydroxymethyl-1-phospha-2,6,7-trioxabicyclo[2.2.2]-octane OCC12COP(OC1)OC2